C(C#C)OC1=C(C=C(C(=C1)C=O)OCC#C)C=O 2,5-bis(2-propyne-1-yloxy)-1,4-benzenedicarboxaldehyde